C(C)(C)(C)OC(=O)NCCN=C(NCCC(=O)N(CCCCCCCCCCCCCCCC)CCCCCCCCCCCCCCCC)NCCNC(=O)OC(C)(C)C 3-[N',N''-bis(2-tertbutyloxycarbonylaminoethyl)guanidino]N,N-dipalmitylpropionamide